N-[1-[5-(2,6-dibenzyloxy-3-pyridinyl)-2-pyridinyl]-4-piperidinyl]-N-methyl-carbamic acid tert-butyl ester C(C)(C)(C)OC(N(C)C1CCN(CC1)C1=NC=C(C=C1)C=1C(=NC(=CC1)OCC1=CC=CC=C1)OCC1=CC=CC=C1)=O